BrC=1C=C(C(=O)O)C=C(C1F)S(=O)(=O)C1=CC(=C(C=C1)F)Br 3-bromo-5-((3-bromo-4-fluorophenyl)sulfonyl)-4-fluorobenzoic acid